methyl (R)-2-(1H-pyrazol-1-yl)propanoate N1(N=CC=C1)[C@@H](C(=O)OC)C